C1C(=O)C(=C[C@H](O1)CO)O The molecule is a 3-pyranone with a 4,5-double bond carrying a hydroxy group at position 4 and a hydroxymethyl group at position 6. It is a deoxyketohexose, an anhydrohexose and a member of 3-pyrones. It is a conjugate acid of an ascopyrone M(1-).